8-fluoro-N-[(2S)-4,4,4-trifluoro-2-methyl-1-phenylbut-2-yl]quinolin-3-yl-formamide FC=1C=CC=C2C=C(C=NC12)N(C=O)[C@@](CC1=CC=CC=C1)(CC(F)(F)F)C